6-(2-aminopropyl)-2,3-dihydrobenzofuran NC(CC1=CC2=C(CCO2)C=C1)C